CS(=O)(=O)C1=CC(=C(C=C1)NCC#CC=1N(C2=CC=CC(=C2C1)NC1CCN(CC1)CC(COC)O)CC(F)(F)F)OCC(F)(F)F 1-(4-{[2-(3-{[4-methanesulfonyl-2-(2,2,2-trifluoroethoxy)phenyl]amino}prop-1-yn-1-yl)-1-(2,2,2-trifluoroethyl)-1H-indol-4-yl]amino}piperidin-1-yl)-3-methoxypropan-2-ol